4-[[3-[1-(2-aminoethyl)-3-(trifluoromethyl)pyrazol-4-yl]imidazo[1,2-a]pyrazin-8-yl]amino]-2-ethyl-N-methylbenzamide NCCN1N=C(C(=C1)C1=CN=C2N1C=CN=C2NC2=CC(=C(C(=O)NC)C=C2)CC)C(F)(F)F